CC1=C(C=CC(=C1)C1=C(C(=O)[O-])C=CC(=C1)OCCCOC(C=C)=O)C1=C(C(=O)[O-])C=CC(=C1)OCCCOC(C=C)=O 2-methyl-1,4-phenylenedi(4-(3-(acryloyloxy) propoxy) benzoate)